2-chloro-N-((1R,2R,4S)-7-cyano-7-azabicyclo[2.2.1]heptan-2-yl)-4-(1-methyl-1H-pyrazol-4-yl)benzamide ClC1=C(C(=O)N[C@H]2[C@H]3CC[C@@H](C2)N3C#N)C=CC(=C1)C=1C=NN(C1)C